C(C)C1=C(C=CC(=C1)N1CCN(CC1)C)NC1=NC=C(C(=N1)NCCCN(C(=O)N1CCC1)C)C(F)(F)F N-(3-((2-((2-ethyl-4-(4-methylpiperazin-1-yl)phenyl)amino)-5-(trifluoromethyl)pyrimidin-4-yl)amino)propyl)-N-methylazetidine-1-carboxamide